C1(=CC=CC=C1)OC(=O)N1C[C@@H](CC=C1)C1=CC(=C(C=C1)F)Cl Phenyl-(S)-3-(3-chloro-4-fluorophenyl)-3,4-dihydropyridine-1(2H)-carboxylate